(E)-2-(tert-butyl)-N-(3-(methylsulfonyl)allyl)-4-phenoxypyrimidine-5-carboxamide C(C)(C)(C)C1=NC=C(C(=N1)OC1=CC=CC=C1)C(=O)NC\C=C\S(=O)(=O)C